Cl.Cl.O[C@@H](CNC(C[C@H]1CN(CCC1)C(C)=O)(C)C)C1=NC(=CC=C1)C(F)(F)F 1-((S)-3-(2-(((S)-2-Hydroxy-2-(6-(trifluoromethyl)pyridin-2-yl)ethyl)-amino)-2-methylpropyl)piperidin-1-yl)ethan-1-one dihydrochloride